CC=1C(=C(C=C(C1)OC(F)(F)F)O)B1OC(C(O1)(C)C)(C)C 3-Methyl-2-(4,4,5,5-tetramethyl-1,3,2-dioxaborolan-2-yl)-5-(trifluoromethoxy)phenol